5-({1,3-dioxo-2-[2-(1H-1,2,3,4-tetrazol-1-yl)acetyl]-2,3-dihydro-1H-inden-5-yl}sulfonyl)-2-[2-(1H-1,2,3,4-tetrazol-1-yl)acetyl]-2,3-dihydro-1H-indene-1,3-dione O=C1C(C(C2=CC(=CC=C12)S(=O)(=O)C=1C=C2C(C(C(C2=CC1)=O)C(CN1N=NN=C1)=O)=O)=O)C(CN1N=NN=C1)=O